(S)-4-((1-methoxy-1-oxo-9-(5,6,7,8-tetrahydro-1,8-naphthyridin-2-yl)nonane-2-yl)carbamoyl)-4-methylpiperidin-1-carboxylic acid COC([C@H](CCCCCCCC1=NC=2NCCCC2C=C1)NC(=O)C1(CCN(CC1)C(=O)O)C)=O